The molecule is a member of the class xanthones which consists of a dihydroxanthone skeleton substituted by hydroxy groups at positions 4 and 8, a methyl group at position 6 and a methoxycarbonyl group at position 4a (the 4R,4aS stereoisomer). It is isolated from Emericella nidulans var lata and Penicillium and exhibits potent antitumour activity against both human and murine tumour cell lines. It has a role as an antimicrobial agent, an antineoplastic agent and a Penicillium metabolite. It is a member of xanthones, a member of phenols and a methyl ester. CC1=CC(=C2C(=C1)O[C@@]3([C@@H](C=CC=C3C2=O)O)C(=O)OC)O